C(C=C)(=O)OC(C)COC(C)COC(C=C)=O dipropylenglycol diacrylate